COC(=O)[C@@H]1CC[C@H]2N1C([C@H](CC(CC2)O)NC(=O)OC(C)(C)C)=O.NNCCC2=NC=CC=C2 2-aminoaminoethyl-pyridine methyl-(3S,6S,10aR)-6-((tert-butoxycarbonyl)amino)-8-hydroxy-5-oxodecahydropyrrolo[1,2-a]azocine-3-carboxylate